tert-butyl (tert-butoxycarbonyl)(6-fluoro-8-formylisoquinolin-3-yl)carbamate C(C)(C)(C)OC(=O)N(C(OC(C)(C)C)=O)C=1N=CC2=C(C=C(C=C2C1)F)C=O